N4-(3-methyl-4-{[1,2,4]triazolo[1,5-a]pyridin-7-yloxy}phenyl)-N6-[(3S)-pyrrolidin-3-yl]pyrido[3,2-d]pyrimidine-4,6-diamine CC=1C=C(C=CC1OC1=CC=2N(C=C1)N=CN2)NC=2C1=C(N=CN2)C=CC(=N1)N[C@@H]1CNCC1